N-{8-fluoro-2-methylimidazo[1,2-a]pyridin-6-yl}-2-[(1-methyl-1,2,3-triazol-4-yl)methyl]-4-(piperazin-1-yl)indazole-7-carboxamide FC=1C=2N(C=C(C1)NC(=O)C1=CC=C(C3=CN(N=C13)CC=1N=NN(C1)C)N1CCNCC1)C=C(N2)C